N-(1-cyclohexyl-6-(5-methylthiophen-2-yl)-1H-pyrazolo[3,4-d]pyrimidin-4-yl)-5-nitrothiophene-2-carboxamide C1(CCCCC1)N1N=CC=2C1=NC(=NC2NC(=O)C=2SC(=CC2)[N+](=O)[O-])C=2SC(=CC2)C